4-((2-hydroxyethyl)sulfonamido)-N-(2-oxo-1-((1S,3R)-3-(trifluoromethyl)cyclopentyl)-1,2-dihydropyridin-3-yl)-2-(6-azaspiro[2.5]octan-6-yl)benzamide OCCS(=O)(=O)NC1=CC(=C(C(=O)NC=2C(N(C=CC2)[C@@H]2C[C@@H](CC2)C(F)(F)F)=O)C=C1)N1CCC2(CC2)CC1